N,N-dimethylaminopropyl 3-aminosulfonyl-4-phenoxy-5-(1-pyrrolidinyl)benzoate NS(=O)(=O)C=1C=C(C(=O)OCCCN(C)C)C=C(C1OC1=CC=CC=C1)N1CCCC1